1-bromo-4-(1-chloro-2,2,2-trifluoro-1-methyl-ethyl)-5-methoxy-2-methyl-benzene BrC1=C(C=C(C(=C1)OC)C(C(F)(F)F)(C)Cl)C